ClC1=CC=2C(OCCOC=3C=CC=CC3C3=CC=C(C(NS(C(=C1OC)C2)(=O)=O)=C3)OC(F)(F)F)=O 15-chloro-16-methoxy-18,18-dioxo-21-(trifluoromethoxy)-8,11-dioxa-18λ6-thia-19-azatetracyclo[18.3.1.113,17.02,7]pentacosa-1(23),2(7),3,5,13(25),14,16,20(24),21-nonaen-12-one